N1N=NN=C1NC([C@H](CCCCNC(C)=O)N)=O (S)-6-acetamido-2-amino-hexanoic acid (1H-tetrazol-5-yl)-amide